O=C1NC(CCC1N1C(C2=CC=C(C=C2C1=O)C#CCN(C(OC(C)(C)C)=O)C)=O)=O tert-butyl N-[3-[2-(2,6-dioxo-3-piperidyl)-1,3-dioxo-isoindolin-5-yl]prop-2-ynyl]-N-methyl-carbamate